5-(cyclopenten-1-yl)furan-2-carbaldehyde C1(=CCCC1)C1=CC=C(O1)C=O